FN1C(CCCC1)(C)C fluoro-2,2-dimethylpiperidin